ClC=1C=C(C=CC1F)C=1C(C(=CN(C1C)C1CCCC1)C(=O)NC1=CC(=C(C=C1)OC1=CC=NC2=CC(=C(N=C12)OC)OC)F)=O 5-(3-Chloro-4-fluorophenyl)-1-cyclopentyl-N-[4-[(6,7-dimethoxy-1,5-naphthyridin-4-yl)oxy]-3-fluorophenyl]-6-methyl-4-oxopyridine-3-carboxamide